1-[(2R)-2-methyl-4-[4-({3-methyl-4-[(1-methyl-1,3-benzodiazol-5-yl)methyl]phenyl}amino)pyrido[3,2-d]pyrimidin-6-yl]piperazin-1-yl]prop-2-en-1-one C[C@H]1N(CCN(C1)C=1C=CC=2N=CN=C(C2N1)NC1=CC(=C(C=C1)CC1=CC2=C(N(C=N2)C)C=C1)C)C(C=C)=O